ClC1=CC(=C(COC2=NC(=NC=C2)C2=CCC(CC2)CCO)C=C1)F 2-(4-(4-((4-chloro-2-fluorobenzyl)oxy)pyrimidin-2-yl)cyclohex-3-en-1-yl)ethan-1-ol